C1(CC1)C1=CC=C(C=N1)C=1C=CC2=C(N(C(CC(=C2)C=2OC(=CN2)C)=O)CC2=CC=C(C=C2)OC)C1 8-(6-cyclopropylpyridin-3-yl)-1-(4-methoxybenzyl)-4-(5-methyloxazol-2-yl)-1,3-dihydro-2H-benzo[b]azepin-2-one